N-[6-(2-chloro-5-fluorophenyl)-8-oxo-3-(2,2,2-trifluoroethyl)-7,8-dihydro-6H-pyrrolo[4,3-e]indazol-5-yl]-3-fluoro-5-(trifluoromethyl)benzamide ClC1=C(C=C(C=C1)F)C1NC(C=2C=3C=NN(C3C=C(C21)NC(C2=CC(=CC(=C2)C(F)(F)F)F)=O)CC(F)(F)F)=O